1-[4-(morpholinomethylethoxymethylsilyl)phenyl]-1-phenylethylene O1CCN(CC1)C[SiH](C1=CC=C(C=C1)C(=C)C1=CC=CC=C1)COCC